1'-((7-fluoro-6-oxo-5,6-dihydropyrido[4,3-e]pyrrolo[1,2-a]pyrazin-3-yl)methyl)-N,3'-dimethyl-1',2',3',6'-tetrahydro-[3,4'-bipyridine]-6-carboxamide FC=1C=CN2C1C(NC1=C2C=NC(=C1)CN1CC(C(=CC1)C=1C=NC(=CC1)C(=O)NC)C)=O